7H-dibenzo[c,g]fluoren-7-one C1=CC=CC=2C=CC=3C(C=4C=CC5=C(C4C3C21)C=CC=C5)=O